1,10-decandicarboxylic acid triethanolamine salt N(CCO)(CCO)CCO.C(CCCCCCCCCC(=O)O)C(=O)O